(E)-2-methoxybenzaldehyde O-(1-methyl-3-(trifluoromethyl)-1H-pyrazole-4-carbonyl) oxime CN1N=C(C(=C1)C(=O)O\N=C\C1=C(C=CC=C1)OC)C(F)(F)F